(4-methyl-3-(trifluoromethyl)phenyl)morpholine CC1=C(C=C(C=C1)N1CCOCC1)C(F)(F)F